ClC1=CC=C(C=C1)NC(=O)N1CC12CCC(CC2)C2=CC=NC1=CC=C(C=C21)F N-(4-chlorophenyl)-6-(6-fluoroquinolin-4-yl)-1-azaspiro[2.5]octane-1-carboxamide